((S)-11,11-difluoro-8-(hydroxymethyl)-3-methyl-1,3,4,7,8,9,10,11-octahydro-2H-pyrido[4',3':3,4]pyrazolo[1,5-a]azepin-2-yl)methanone FC1(C=2N(CC(CC1)CO)N=C1C2CN([C@H](C1)C)C=O)F